1-[5-[[(3R,4R)-4-[4-Chloro-2-(5-fluoro-2-pyridyl)-1H-imidazol-5-yl]-3-methyl-1-piperidyl]sulfonyl]pyrimidin-2-yl]azetidin-3-ol ClC=1N=C(NC1[C@H]1[C@H](CN(CC1)S(=O)(=O)C=1C=NC(=NC1)N1CC(C1)O)C)C1=NC=C(C=C1)F